5-phenyl-2-(3-(trifluoromethyl)phenyl)Oxazole-4-carboxylic acid ethyl ester C(C)OC(=O)C=1N=C(OC1C1=CC=CC=C1)C1=CC(=CC=C1)C(F)(F)F